5-methacryloxy-6-hydroxynorbornene C(C(=C)C)(=O)OC1C2C=CC(C1O)C2